1,3-dimethylbut-1-yl (5-chloro-8-quinolin-oxy)acetate ClC1=C2C=CC=NC2=C(C=C1)OCC(=O)OC(CC(C)C)C